7-methoxy-2-azaspiro[3.5]nonane hydrochloride Cl.COC1CCC2(CNC2)CC1